CC=1SC(=C(N1)C)C=1C=CC(NN1)=O 6-(2,4-dimethyl-thiazol-5-yl)pyridazin-3(2H)-one